N,N-diethylthiolamine C(C)N(C=1SC=CC1)CC